1,1,1,3,3,3-Hexafluoropropan-2-yl 4-((3-methoxy-[1,1'-biphenyl]-4-yl)methyl)piperazine-1-carboxylate COC=1C=C(C=CC1CN1CCN(CC1)C(=O)OC(C(F)(F)F)C(F)(F)F)C1=CC=CC=C1